ClC1=CC=C(CC=2C3=C(C=4N(N2)C(=NN4)CC(C)C)N=CC(=C3)N3CCOCC3)C=C1 6-(4-chlorobenzyl)-3-(2-methylpropyl)-8-(morpholin-4-yl)pyrido[2,3-d][1,2,4]triazolo[4,3-b]pyridazine